C1(CCCC1)[C@](C(=O)N1C2CCC([C@H]1C(=O)N[C@H](C[C@@H]1C(NCC1)=O)C(CO)=O)CC2)(C2=CC=CC=C2)O (S)-2-((R)-2-cyclopentyl-2-hydroxy-2-phenylacetyl)-N-((R)-4-hydroxy-3-oxo-1-((R)-2-oxopyrrolidin-3-yl)butan-2-yl)-2-azabicyclo[2.2.2]octane-3-carboxamide